3-(5-(((1S,2R)-2-(3-(6-methoxypyridin-3-yl)azetidin-1-yl)cyclohexyl)oxy)-1-oxoisoindolin-2-yl)piperidine-2,6-dione COC1=CC=C(C=N1)C1CN(C1)[C@H]1[C@H](CCCC1)OC=1C=C2CN(C(C2=CC1)=O)C1C(NC(CC1)=O)=O